C1(CC1)N1C(=NC2=C1C=C(C=C2F)C2CCN(CC2)C2CC1CCC(C2)N1CC(C)C)C1=CC=C(C=C1)S(=O)(=O)C 1-cyclopropyl-4-fluoro-6-(1-(8-isobutyl-8-azabicyclo[3.2.1]oct-3-yl)piperidin-4-yl)-2-(4-(methylsulfonyl)phenyl)-1H-benzo[d]imidazole